1-(9,10-anthraquinone-2-yl) ethyl-N-cyclohexylcarbamate, cyclohexylammonium salt C1(CCCCC1)[NH3+].C(C)N(C(OC1=CC=2C(C3=CC=CC=C3C(C2C=C1)=O)=O)=O)C1CCCCC1